C(C)(=O)O.N1CC(C1)O Azetidin-3-ol acetate salt